(S,S)-N,N'-dibenzylcyclohexane-1,2-diamine C(C1=CC=CC=C1)N[C@@H]1[C@H](CCCC1)NCC1=CC=CC=C1